N[C@@H]1C2=CC=CC=C2CC12CCN(CC2)C=2NC(C1=C(N2)NN=C1C(=C)C1=C(C(=CC=C1)C)Cl)=O (S)-6-(1-amino-1,3-dihydro-spiro[inden-2,4'-piperidin]-1'-yl)-3-(1-(2-chloro-3-methylphenyl)vinyl)-1H-pyrazolo[3,4-d]pyrimidin-4(5H)-one